NC1=NC(=C(C=C1C=1C=C2CCNC(C2=CC1)=O)C1=CC=C(C=C1)OC1CCNCC1)F 6-(2-amino-6-fluoro-5-(4-(piperidin-4-yloxy)phenyl)pyridin-3-yl)-3,4-dihydroisoquinolin-1(2H)-one